3-Iodophenol IC=1C=C(C=CC1)O